BrC=1SC(=NN1)CCOC 2-bromo-5-(2-methoxyethyl)-1,3,4-thiadiazole